C(C)(C)(C)C1=C2C3(C(N(C2=C(C(=C1)Cl)F)C1=C(C=NN1C)I)=O)CCCC3 Tert-butyl-6'-chloro-7'-fluoro-1'-(4-iodo-1-methyl-1H-pyrazol-5-yl)spiro[cyclopentane-1,3'-indolin]-2'-one